ClC1=CC=C(C=C1)C1=C(CCC(C1)(C)C)C(=O)N1CC(C1)CC=1C=C2CN(C(C2=CC1)=O)C1C(NC(CC1)=O)=O 3-(5-((1-(4'-chloro-5,5-dimethyl-3,4,5,6-tetrahydro-[1,1'-biphenyl]-2-carbonyl)azetidin-3-yl)methyl)-1-oxoisoindolin-2-yl)piperidine-2,6-dione